tert-butyl (2S,5S)-5-(((tert-butyldiphenylsilyl)oxy)methyl)-2-((2-(3,4-difluoro-2-methylphenyl)propan-2-yl)carbamoyl)morpholine-4-carboxylate [Si](C1=CC=CC=C1)(C1=CC=CC=C1)(C(C)(C)C)OC[C@@H]1CO[C@@H](CN1C(=O)OC(C)(C)C)C(NC(C)(C)C1=C(C(=C(C=C1)F)F)C)=O